4-[5-methoxy-4-(4-trifluoromethoxy-phenyl)-pyrimidin-2-ylamino]-N-(2-methyl-5-morpholin-4-ylmethyl-phenyl)-benzamide COC=1C(=NC(=NC1)NC1=CC=C(C(=O)NC2=C(C=CC(=C2)CN2CCOCC2)C)C=C1)C1=CC=C(C=C1)OC(F)(F)F